(3S,4R)-1-((Benzyloxy)carbonyl)-4-methylpyrrolidine-3-carboxylic acid C(C1=CC=CC=C1)OC(=O)N1C[C@H]([C@H](C1)C)C(=O)O